NC=1N=NC(=CC1N1CCN(CC1)CC(=O)N[C@H](C(=O)N1[C@@H](C[C@H](C1)O)C(=O)N[C@@H](C)C1=CC=C(C=C1)C1=C(N=CS1)C)C(C)(C)C)Cl (2S,4R)-1-((S)-2-(2-(4-(3-amino-6-chloropyridazin-4-yl)piperazin-1-yl)acetamido)-3,3-dimethylbutyryl)-4-hydroxy-N-((S)-1-(4-(4-methylthiazol-5-yl)phenyl)ethyl)pyrrolidine-2-carboxamide